ClC=1C=C2C(=NC1)NC(=C2)C(=O)NC(C(=O)N2CC(C2)(F)F)CC2=NC=C(C=C2)Cl 5-chloro-N-(3-(5-chloropyridin-2-yl)-1-(3,3-difluoroazetidin-1-yl)-1-oxopropan-2-yl)-1H-pyrrolo[2,3-b]pyridine-2-carboxamide